ClC1=NC=C2C(=N1)N(C(N(C2)C2=C(C=CC=C2C)F)=O)[C@H]2CCN(CCC2)C(=O)OC(C)(C)C tert-butyl (4R)-4-[7-chloro-3-(2-fluoro-6-methyl-phenyl)-2-oxo-4H-pyrimido[4,5-d]pyrimidin-1-yl]azepane-1-carboxylate